(E)-6-methyl-2-(oct-4-en-3-yl)-1,3,6,2-dioxazaborocan-4,8-dione CN1CC(OB(OC(C1)=O)C(CC)\C=C\CCC)=O